ClC1=CC=C(C=C1)C1=C(C(=NN1C1=C(C=C(C=C1)Cl)Cl)C(=O)NN1CCCCC1)C (4-Chlorophenyl)-1-(2,4-dichloro-phenyl)-4-methyl-N-(piperidin-1-yl)-1H-pyrazole-3-carboxamide